CC=1C(=NC=CN1)C1=NN2C(NC=CC2=O)=C1 2-(3-methylpyrazin-2-yl)-4H-pyrazolo[1,5-a]pyrimidin-7-one